6-Bromo-3-[[(1R)-1-[3,6-dimethyl-2-(2-methylindazol-5-yl)-4-oxo-chromen-8-yl]ethyl]amino]pyridine-2-carboxylic acid BrC1=CC=C(C(=N1)C(=O)O)N[C@H](C)C=1C=C(C=C2C(C(=C(OC12)C1=CC2=CN(N=C2C=C1)C)C)=O)C